COC1=C(C=C(C=C1)N(C1=NC(=NC2=CC=CC=C12)C)C)C(C(=O)N)C1=CC=CC=C1 2-(2-Methoxy-5-(methyl-(2-methylquinazolin-4-yl)amino)phenyl)-2-PHENYLACETAMIDE